3-(1H-benzotriazol-1-yloxy)-N-(4-tert-butylphenyl)-6-chloropyridazine-4-carboxamide N1(N=NC2=C1C=CC=C2)OC=2N=NC(=CC2C(=O)NC2=CC=C(C=C2)C(C)(C)C)Cl